N(=NC(C#N)(CC)C)C(C#N)(CC)C 2,2'-azobis[2-methylbutyronitrile]